N-((3-chloro-2-fluorophenyl)(cyclobutyl)methyl)cyclopropylamine ClC=1C(=C(C=CC1)C(NC1CC1)C1CCC1)F